C1(CC1)C=1C=C(C=2N(C1)C=C(N2)COC2=CC(=C1C=CC(=NC1=C2)[C@@H]2[C@H](C2)C2=NC=CC(=N2)C)OC)N2C(N(C(C2)=O)C)=O |r| rac-1-(6-cyclopropyl-2-(((5-methoxy-2-((1S*,2S*)-2-(4-methylpyrimidin-2-yl)cyclopropyl)quinolin-7-yl)oxy)methyl)imidazo[1,2-a]pyridin-8-yl)-3-methylimidazolidine-2,4-dione